3-[[(9H-fluoren-9-ylmethoxy)carbonyl]amino]-4-(methylamino)benzoic acid C1=CC=CC=2C3=CC=CC=C3C(C12)COC(=O)NC=1C=C(C(=O)O)C=CC1NC